(2R)-N-[(2S,3R,4R,5S,6S)-6-(furo[3,2-d]pyrimidin-4-ylamino)-4,5-dihydroxy-2-methyl-tetrahydropyran-3-yl]pyrrolidine-2-carboxamide N1=CN=C(C2=C1C=CO2)N[C@@H]2[C@H]([C@@H]([C@H]([C@@H](O2)C)NC(=O)[C@@H]2NCCC2)O)O